2-(1-Adamantyl)-N-(2-benzyl-3-methyl-indazol-6-yl)acetamide C12(CC3CC(CC(C1)C3)C2)CC(=O)NC=2C=CC3=C(N(N=C3C2)CC2=CC=CC=C2)C